cyclodecene-1,6-dione C1(C=CCCC(CCCC1)=O)=O